FC1=CC=C(C=C1)C(C)N1N=CC(=C1)C=1C=C(C=NC1C)C1=CC=2N(C=C1)N=C(N2)N 7-(5-(1-(1-(4-fluorophenyl)ethyl)-1H-pyrazol-4-yl)-6-methylpyridin-3-yl)-[1,2,4]triazolo[1,5-a]pyridin-2-amine